2-({4-[(trimethylsilyl)oxy]phenyl}methyl)-1,3-dioxan-5-one C[Si](OC1=CC=C(C=C1)CC1OCC(CO1)=O)(C)C